C1=C(CCC2=CC=CC=C12)OS(=O)(=O)C(F)(F)F.C(C1=CC=CC=C1)N(C(=O)C1CC=C(CC1)C=1C=NN2C1C=CC(=C2)C=2C=NN(C2)C)C N-benzyl-N-methyl-4-(6-(1-methyl-1H-pyrazol-4-yl)pyrazolo[1,5-a]pyridin-3-yl)cyclohex-3-ene-1-carboxamide 3,4-Dihydronaphthalen-2-yl-triflate